tert-butyl (4-(2-(4-((bis(pyridin-2-ylmethyl)amino)methyl)-1H-1,2,3-triazol-1-yl)acetamido)phenethyl)carbamate N1=C(C=CC=C1)CN(CC1=NC=CC=C1)CC=1N=NN(C1)CC(=O)NC1=CC=C(CCNC(OC(C)(C)C)=O)C=C1